CN(C1=CC(=NN1C(=O)C1=C(OC=C1)C)C1C(CN(CC1C(F)(F)F)CC(=O)N1CCOCC1)=O)CC1=CC=CC=C1 4-({Methyl[1-(2-methylfuran-3-carbonyl)-3-{1-[2-(morpholin-4-yl)-2-oxoethyl]-3-oxo-5-(trifluoromethyl)piperidin-4-yl}-1H-pyrazol-5-yl]amino}methyl)benzol